tert-butyl 2-(1,3-dimethyl-1H-pyrazolo[4,3-c]pyridin-7-yl)acetate CN1N=C(C=2C=NC=C(C21)CC(=O)OC(C)(C)C)C